hydroxyprolinamide N1[C@@H](C[C@@H](O)C1)C(=O)N